methyl-adamantyl-ammonium hydroxide [OH-].C[NH2+]C12CC3CC(CC(C1)C3)C2